BrC=1C=C(C(=NC1)C)NC(OC1CCCCC1)=O cyclohexyl (5-bromo-2-methylpyridin-3-yl)carbamate